OC1=NC=C2CCC(NC2=C1)=O 7-hydroxy-3,4-dihydro-1,6-naphthyridin-2(1H)-one